C1(=NN=CC2=CC=CC=C12)C(=O)N diazanaphthalene-1-carboxamide